ClC1=NC=C(C(=N1)C1=C(C(=O)N)C(=CC=N1)C)Cl (2,5-dichloropyrimidin-4-yl)-4-methylnicotinamide